ClC1=NC2=NC(=CN=C2C(=N1)C1=C(C=C(C=C1)C(F)(F)F)F)C 2-chloro-4-[2-fluoro-4-(trifluoromethyl)phenyl]-7-methyl-pteridine